N-(5-(((3S,5'S)-5'-Methyl-1H-spiro[furo[3,4-c]pyridine-3,3'-pyrrolidin]-1'-yl)methyl)thiazol-2-yl)acetamide C[C@H]1C[C@]2(CN1CC1=CN=C(S1)NC(C)=O)OCC1=C2C=NC=C1